(S)-6-amino-9-(2-carboxy-4-((1-(3-(8-methyl-5-(methylamino)-8H-imidazo[4,5-d]thiazolo[5,4-b]pyridin-2-yl) phenyl) ethyl) carbamoyl) phenyl)-3-imino-5-sulfo-3H-xanthene-4-sulfonate NC=1C(=C2OC3=C(C(C=CC3=C(C2=CC1)C1=C(C=C(C=C1)C(N[C@@H](C)C1=CC(=CC=C1)C=1SC2=NC(=C3C(=C2N1)N(C=N3)C)NC)=O)C(=O)O)=N)S(=O)(=O)[O-])S(=O)(=O)O